Cl.N1N=C(C=C1)C(C)N 1-(1H-pyrazol-3-yl)ethylamine hydrochloride